C(C)C=1C=CC(=NC1)N(S(=O)(=O)C=1C=2CCC(C2C(=CC1)OCC1CCOCC1)O)CC(C)C N-(5-ethylpyridin-2-yl)-1-hydroxy-N-isobutyl-7-((tetrahydro-2H-pyran-4-yl)methoxy)-2,3-dihydro-1H-indene-4-sulfonamide